C=CC(C)(S(=O)(=O)O)S(=O)(=O)O.BrC1=CC=C(C=C1)S(=O)(=O)N(CC1=CC=C(C=C1)OC)CC1=CC=C(C=C1)OC 4-bromo-N,N-bis(4-methoxybenzyl)benzenesulfonamide methylene-2,2-propanedisulfonate